2-(2,6-Dioxopiperidin-3-yl)-5-(2-(2-hydroxyethyl)-7-azaspiro[3.5]nonan-7-yl)isoindoline-1,3-dione O=C1NC(CCC1N1C(C2=CC=C(C=C2C1=O)N1CCC2(CC(C2)CCO)CC1)=O)=O